FC1=CC(=C(C=C1)C=1C=CC=C2C=NC(=NC12)NC=1C=CC(=C(C1)[NH3+])C)OC(C)C 5-((8-(4-fluoro-2-isopropoxyphenyl)quinazolin-2-yl)amino)-2-methylbenzenaminium